2-bromo-6-(methylsulfanyl)pyridin-4-amine BrC1=NC(=CC(=C1)N)SC